N-[5-(8-azabicyclo[3.2.1]oct-2-en-3-yl)-4-fluoro-2-[rac-(3R,5S)-3,4,5-trimethylpiperazin-1-yl]phenyl]-6-oxo-4-(trifluoromethyl)-1H-pyridine-3-carboxamide C12C=C(CC(CC1)N2)C=2C(=CC(=C(C2)NC(=O)C2=CNC(C=C2C(F)(F)F)=O)N2C[C@H](N([C@H](C2)C)C)C)F |r|